1-(3-(5-amino-3-(2-chloro-4-((4-methoxypyridin-2-yl)oxy)phenyl)imidazo[1,5-c]pyrimidin-1-yl)pyrrolidin-1-yl)prop-2-en-1-one NC1=NC=CC=2N1C(=NC2C2CN(CC2)C(C=C)=O)C2=C(C=C(C=C2)OC2=NC=CC(=C2)OC)Cl